(1R,3S)-3-(3-{[(2-methyl-1,3-thiazol-5-yl)acetyl]amino}-1H-pyrazol-5-yl)cyclopentyl[(2ξ)-1,1,1-trifluorobutan-2-yl]carbamate CC=1SC(=CN1)CC(=O)NC1=NNC(=C1)[C@@H]1C[C@@H](CC1)N(C([O-])=O)C(C(F)(F)F)CC